ClC1=C(C(=CC(=C1)F)Cl)NC=1N(C2=NC(=NC=C2N1)N[C@H]1C[C@@](CCC1)(C)O)C1CCC(CC1)C(=O)N (1S,4s)-4-(8-(2,6-dichloro-4-fluorophenylamino)-2-((1R,3S)-3-hydroxy-3-methylcyclohexylamino)-9H-purin-9-yl)cyclohexanecarboxamide